CC=1C=2N(C=CC1)C(=CN2)C(=O)C2=CC=CC=C2 (8-methylimidazo[1,2-a]pyridin-3-yl)(phenyl)methanone